(2-chlorobenzyl)-2-(1-(4-isobutylphenyl)ethyl)-1H-benzo[d]imidazole-5-carboxylic acid ClC1=C(CN2C(=NC3=C2C=CC(=C3)C(=O)O)C(C)C3=CC=C(C=C3)CC(C)C)C=CC=C1